(3-formyl-bicyclo[1.1.1]pentan-1-yl)carbamic acid tert-butyl ester C(C)(C)(C)OC(NC12CC(C1)(C2)C=O)=O